1-carboxy-1-methyl-ethylene C(=O)(O)C(=C)C